7-(3-Butyl-5-(diaminomethylene)-2,4,6-trioxotetrahydropyrimidin-1(2H)-yl)spiro[3.5]nonane-2-carboxamide C(CCC)N1C(N(C(C(C1=O)=C(N)N)=O)C1CCC2(CC(C2)C(=O)N)CC1)=O